CN([C@@H]1C(C[C@H](CC1)NC1=NC2=C(C=C(C=C2C=N1)C1=CC(=C(C=C1)NS(=O)(=O)CCC(F)(F)F)F)CC)F)C N-(4-(2-(((1S,4S)-4-(dimethylamino)-3-fluorocyclohexyl)amino)-8-ethyl-quinazolin-6-yl)-2-fluorophenyl)-3,3,3-trifluoropropane-1-sulfonamide